(1R,3s,5S)-8-(5-(5-fluoro-2-methylpyridin-4-yl)-1H-pyrazole-3-carbonyl)-N-((3S,6S)-6-(trifluoromethyl)tetrahydro-2H-pyran-3-yl)-8-azabicyclo[3.2.1]octane-3-carboxamide FC=1C(=CC(=NC1)C)C1=CC(=NN1)C(=O)N1[C@H]2CC(C[C@@H]1CC2)C(=O)N[C@@H]2CO[C@@H](CC2)C(F)(F)F